ClC=1C(=NC=NC1C1=C(C(=CC=C1)C1=NC(=C(C=C1)CNC1CC(C1)O)OC)Cl)C1=CC(=C(CN2CC3(C2)CNC(C3)=O)C=C1)OC 2-(4-(5-chloro-6-(2-chloro-3-(5-((((1s,3s)-3-hydroxycyclobutyl)amino)methyl)-6-methoxypyridin-2-yl)phenyl)pyrimidin-4-yl)-2-methoxybenzyl)-2,6-diazaspiro[3.4]octan-7-one